N1=CC(=CC=C1)C1(CCCC1)C(C(C)NNC(NC)=S)NNC(NC)=S 2,2'-(1-(1-(pyridin-3-yl)cyclopentyl)propane-1,2-diyl)bis(N-methylhydrazine-1-thiocarboxamide)